CC1(C2(OCCO2)CCC2(C1)OCC(C2)=O)C 6,6-dimethyl-1,4,9-trioxadispiro[4.2.48.25]tetradecan-11-one